3-(4-(quinoxalin-2-yl)-1H-pyrazol-1-yl)cyclohexan-1-amine N1=C(C=NC2=CC=CC=C12)C=1C=NN(C1)C1CC(CCC1)N